Dimethyl 2-(benzhydrylideneamino)-2-[(4R)-chroman-4-yl]propanedioate C(C1=CC=CC=C1)(C1=CC=CC=C1)=NC(C(=O)OC)(C(=O)OC)[C@@H]1CCOC2=CC=CC=C12